CC1=CNC2=NC=CC(=C21)N2CCSC(=C2)C(=O)N2CC1=C(CC2)N=CN1 (4-(3-methyl-1H-pyrrolo[2,3-b]pyridin-4-yl)-3,4-dihydro-2H-1,4-thiazin-6-yl)(3,4,6,7-tetrahydro-5H-imidazo[4,5-c]pyridin-5-yl)methanone